ClC=1N=CC=C2C1N(C(=C2)C(=O)O)CCOC 7-chloro-1-(2-methoxyethyl)pyrrolo[2,3-c]pyridine-2-carboxylic acid